7-(6-fluoro-4-(2-methylmorpholino)pyridin-2-yl)-5,6,7,8-tetrahydro-2,7-naphthyridine-3-carboxylic acid FC1=CC(=CC(=N1)N1CCC=2C=C(N=CC2C1)C(=O)O)N1CC(OCC1)C